C(#N)C1=CC(=CN1COCC[Si](C)(C)C)C1=CC=C2C(=CNC2=C1)C1=NC(=NC=C1C(F)(F)F)N[C@@H]1CN(CCC1)C(=O)OC(C)(C)C Tert-butyl (3S)-3-[[4-[6-[5-cyano-1-(2-trimethylsilylethoxymethyl)pyrrol-3-yl]-1H-indol-3-yl]-5-(trifluoromethyl)pyrimidin-2-yl]amino]piperidine-1-carboxylate